1-β-D-arabinofuranosyl-cytosine [C@@H]1([C@@H](O)[C@H](O)[C@H](O1)CO)N1C(=O)N=C(N)C=C1